C[C@H]1NCCNC1 (R)-(R)-2-methylpiperazine